NCCOCCOCC(=O)N1CCN(CC1)C(=O)C=1C=C(CC2=NNC(C3=CC=CC=C23)=O)C=CC1F 4-(3-(4-(2-(2-(2-aminoethoxy)ethoxy)acetyl)piperazine-1-carbonyl)-4-fluorobenzyl)phthalazin-1(2H)-one